(R)-tert-butyl 4-(4-nitro-N-(5,6,7,8-tetrahydroquinolin-8-yl) phenylsulfonamido)butylcarbamate [N+](=O)([O-])C1=CC=C(C=C1)S(=O)(=O)N([C@@H]1CCCC=2C=CC=NC12)CCCCNC(OC(C)(C)C)=O